tert-butyl 4-(3,4-dihydro-2H-1,4-benzoxazin-7-yl)-3,6-dihydro-2H-pyridine-1-carboxylate O1CCNC2=C1C=C(C=C2)C=2CCN(CC2)C(=O)OC(C)(C)C